6-Chloro-1-(4,6-diisopropyl-2-morpholino-pyrimidin-5-yl)-4-[(2S,5R)-2,5-dimethyl-4-prop-2-enoyl-piperazin-1-yl]-7-(2-fluorophenyl)pyrido[2,3-d]pyrimidin-2-one ClC1=CC2=C(N(C(N=C2N2[C@H](CN([C@@H](C2)C)C(C=C)=O)C)=O)C=2C(=NC(=NC2C(C)C)N2CCOCC2)C(C)C)N=C1C1=C(C=CC=C1)F